C(C)(C)C1=CC=C(C=C1)S(=O)(=O)N1CCC2(CC(CO2)N2CCN(CC2)C)CC1 8-((4-isopropylphenyl)sulfonyl)-3-(4-methylpiperazin-1-yl)-1-oxa-8-azaspiro[4.5]decane